1-(2-oxo-2-(5-(2,4,5-trifluorophenyl)isoindolin-2-yl)ethyl)-1H-1,2,4-triazole-3-carbonitrile O=C(CN1N=C(N=C1)C#N)N1CC2=CC=C(C=C2C1)C1=C(C=C(C(=C1)F)F)F